5-[4-(2,4-dichlorobenzoylamino)phenyl]-1H-naphtho[1,2-b][1,4]diazepine ClC1=C(C(=O)NC2=CC=C(C=C2)N2C3=C(NCC=C2)C2=CC=CC=C2C=C3)C=CC(=C1)Cl